1,1,1-trishydroxymethylethane OCC(C)(CO)CO